1-(2-nitrophenyl)-4-[(oxocyclopent-3-yl)methyl]piperazine [N+](=O)([O-])C1=C(C=CC=C1)N1CCN(CC1)CC1CC(CC1)=O